tert-butyl 5-(7,8-dimethyl-[1,2,4]triazolo[1,5-a]pyridin-6-yl)-4-isopropyl-6H-thieno[2,3-b]pyrrole-6-carboxylate CC1=C(C=2N(C=C1C1=C(C3=C(N1C(=O)OC(C)(C)C)SC=C3)C(C)C)N=CN2)C